FC1=CC(=C(C=C1)N1CCN(CC1)C(=O)OC(C)(C)C)NC([C@@H](C([2H])([2H])C1=CC=CC=C1)NC(C1=C(C=CC=C1)F)=O)=O t-Butyl (R)-4-(4-fluoro-2-(2-(2-fluorobenzamido)-3-phenylpropanamido-3,3-d2)phenyl)piperazine-1-carboxylate